NCC=1C=C(C=CC1)C=1C=C(C2=C(C(=CO2)COC2=C(C=CC=C2)CC(=O)OCC)C1)C(C(F)(F)F)O[Si](C)(C)C(C)(C)C ethyl 2-(2-((5-(3-(aminomethyl)phenyl)-7-(1-((tert-butyldimethylsilyl)oxy)-2,2,2-trifluoroethyl)benzofuran-3-yl)methoxy)phenyl)acetate